NCCOC[Sn](CCCC)(CCCC)CCCC (2-aminoethoxy)methyl-tributylstannane